8-((6-chloropyridin-3-yl)methyl)-3-(3-ethoxyphenyl)pyrido[2,3-d]pyrimidine-2,4(3H,8H)-dione ClC1=CC=C(C=N1)CN1C=CC=C2C1=NC(N(C2=O)C2=CC(=CC=C2)OCC)=O